O=C(C=O)CC oxo-butanal